CC1=CC(CC(C1C(=O)OCC)C(C)C)=O 3-methyl-5-isopropyl-4-carbethoxy-2-cyclohexene-1-one